C(C)(C)(C)OC(NC1=CC(=NC=C1Br)NC(C)=O)=O (2-Acetamido-5-bromopyridin-4-yl)carbamic acid tert-butyl ester